ClC1=C(C(=O)NC(=O)NC2=CC(=C(C=C2)Br)F)C(=CC=C1)Cl N-(2,6-dichlorobenzoyl)-N'-(3-fluoro-4-bromophenyl)urea